FC(C(=O)O)(F)F.F[C@H]1CN(CC1)CCC(=O)O (R)-3-(3-fluoropyrrolidin-1-yl)propanoic acid 2,2,2-trifluoroacetate